(2R,3S,5R)-5-(6-amino-2-fluoro-9H-purin-9-yl)-2-(((ethoxycarbonyl)oxy)methyl)-2-ethynyltetrahydrofuran-3-yl stearate C(CCCCCCCCCCCCCCCCC)(=O)O[C@@H]1[C@@](O[C@H](C1)N1C2=NC(=NC(=C2N=C1)N)F)(C#C)COC(=O)OCC